BrC=1C(=C(C(=CC1)S(=O)(=O)C)C1=NOCC1)C 3-[3-bromo-methyl-6-(methylsulfonyl)phenyl]-4,5-dihydro-isoxazole